tris(4-isocyanatophenyl)methane N(=C=O)C1=CC=C(C=C1)C(C1=CC=C(C=C1)N=C=O)C1=CC=C(C=C1)N=C=O